CNC(=O)C1=CC=C(C=C1)B(O)O 4-(methylcarbamoyl)phenylboronic acid